(±)-1-Nitrosopyrrolidin-3-ol N(=O)N1C[C@@H](CC1)O |r|